S(C)(=O)(=O)O.ClC1=C(C(=CC=C1)Cl)C=1NC(=C(N1)C1=CC=C2C(=N1)N(C(=N2)N)CC(C)(C)C)C2=CC=C(C=C2)F 5-[2-(2,6-dichloro-phenyl)-5-(4-fluoro-phenyl)-1H-imidazol-4-yl]-3-(2,2-dimethyl-propyl)-3H-imidazo[4,5-b]pyridin-2-ylamine mesylate